ClC=1C=C(C=CC1)C1=CC(=CC=C1)CC(=O)N1CC2=C(N=C(NC2=O)C2(CC2)C2=CC(=CC=C2)C2CCCCC2)CC1 6-(2-(3'-chloro-[1,1'-biphenyl]-3-yl)acetyl)-2-(1-(3-cyclohexylphenyl)cyclopropyl)-5,6,7,8-tetrahydropyrido[4,3-d]pyrimidin-4(3H)-one